4-((4-aminophenyl)methyl)-2-methoxyphenyl-aniline tert-butyl-[(3S,5R)-5-methyl-1-(3-nitro-1-oxido-6,7-dihydro-5H-cyclopenta[b]pyridin-4-yl)piperidin-3-yl]carbamate C(C)(C)(C)N(C(O)=O)[C@@H]1CN(C[C@@H](C1)C)C1=C2C(=[N+](C=C1[N+](=O)[O-])[O-])CCC2.NC2=CC=C(C=C2)CC2=CC(=C(C=C2)NC2=CC=CC=C2)OC